C1=CC=CC=2OC3=CC=CC=C3N(C12)C1=C(C=C(C=C1C1=CC=CC=C1)C#N)C1=CC=CC=C1 2'-(10H-phenoxazin-10-yl)-[1,1':3',1''-terphenyl]-5'-carbonitrile